COC=1C=C2C(=NC(=NC2=CC1OC)C)NC(C)C1=CC=C(S1)C=1C=C(C(=O)N(C)C)C=CC1 3-(5-{1-[(6,7-dimethoxy-2-methylquinazolin-4-yl)amino]ethyl}thiophen-2-yl)-N,N-dimethylbenzamide